C(#N)C=1C=C(C=NC1N1N=CC=N1)NC(=O)C=1C=NN(C1C(F)(F)F)C1=C2CCN(CC2=CC=C1)C(=O)OC(C)(C)C tert-Butyl 5-(4-((5-cyano-6-(2H-1,2,3-triazol-2-yl)pyridin-3-yl)carbamoyl)-5-(trifluoromethyl)-1H-pyrazol-1-yl)-3,4-dihydroisoquinoline-2(1H)-carboxylate